P(=O)(OCC1=C(C(=NN1C1=NC=CC(=C1)CC1=CC(=CC(=C1)C(F)(F)F)F)C)C(NCCO)=O)(O)O (1-(4-(3-fluoro-5-(trifluoromethyl)benzyl)pyridin-2-yl)-4-((2-hydroxyethyl)carbamoyl)-3-methyl-1H-pyrazol-5-yl)methyl dihydrogen phosphate